(S)-2-((tert-Butoxycarbonyl)amino)-3-(3-oxocyclopent-1-en-1-yl)propanoic acid methyl ester COC([C@H](CC1=CC(CC1)=O)NC(=O)OC(C)(C)C)=O